tert-butyl (2-(2-bromo-5-((cyclopropylamino)methyl)phenoxy)ethyl)carbamate BrC1=C(OCCNC(OC(C)(C)C)=O)C=C(C=C1)CNC1CC1